bis(2,4-di-tert-butyl-phenyl)pentaerythritol diphosphit OP(O)OP(O)O.C(C)(C)(C)C1=C(C=CC(=C1)C(C)(C)C)C(O)(C(CO)(CO)CO)C1=C(C=C(C=C1)C(C)(C)C)C(C)(C)C